FC(C1=C(C=CC(=C1)C(F)(F)F)C(C)N1N=CC(=C1)N)(F)F 1-{1-[2,4-bis(trifluoromethyl)phenyl]ethyl}-1H-pyrazol-4-amine